(R)-6-(2-hydroxy-3-(4-(trifluoromethyl)phenyl)propyl)-2-thia-6-azaspiro[3.4]octane 2,2-dioxide O[C@@H](CN1CC2(CS(C2)(=O)=O)CC1)CC1=CC=C(C=C1)C(F)(F)F